fluorocytosine NC1=NC(=O)NC=C1F